OC=1C=C(C=NC1)C=1C=C(SC1)CN1CCN(CC1)C1=CC=C(N=N1)C(=O)OC(C)(C)C tert-Butyl 6-[4-[[4-(5-hydroxypyridin-3-yl)thiophen-2-yl]methyl]piperazin-1-yl]pyridazine-3-carboxylate